(1s,2s)-2-fluoro-N-(6-(6-fluoro-7-(1-hydroxypropan-2-yl)-5-methyl-1H-indazol-4-yl)imidazo[1,2-a]pyrazin-2-yl)cyclopropane-1-carboxamide F[C@@H]1[C@@H](C1)C(=O)NC=1N=C2N(C=C(N=C2)C2=C3C=NNC3=C(C(=C2C)F)C(CO)C)C1